1-(6-{1H-Pyrrolo[2,3-c]pyridin-2-yl}pyridin-2-yl)-1,4-diazepane N1C(=CC=2C1=CN=CC2)C2=CC=CC(=N2)N2CCNCCC2